4-(4-(3-(trifluoromethyl)phenoxy)-1H-pyrrolo[2,3-b]pyridin-3-yl)pyrimidin-2-amine hydrochloride Cl.FC(C=1C=C(OC2=C3C(=NC=C2)NC=C3C3=NC(=NC=C3)N)C=CC1)(F)F